ClC1=C(C=C(C=C1N)C)NC1=CC(=CC=C1)F 2-chloro-N1-(3-fluorophenyl)-5-methylbenzene-1,3-diamine